5-fluoro-6-formyl-N-hydroxynicotinamide FC=1C(=NC=C(C(=O)NO)C1)C=O